N-Methyl-1,2,3,4-tetrahydro-β-carboline CN1CC=2NC3=CC=CC=C3C2CC1